C1(CC1)N1C=CC2=C(C=CC=C12)C1CC=2C=NN(C(C2CC1)=O)C1=NC=CC=N1 (-)-6-(1-cyclopropyl-1H-indol-4-yl)-2-(pyrimidin-2-yl)-5,6,7,8-tetrahydrophthalazin-1(2H)-one